2-(1,3-benzodioxol-5-yl)-2-oxoethyl 2-bromopyridine-4-carboxylate BrC1=NC=CC(=C1)C(=O)OCC(=O)C1=CC2=C(OCO2)C=C1